FC1(CN(CC1)C=1C=2N(C=NC1C=1C(=NN(C1)COCC[Si](C)(C)C)C)N=C(N2)NC2CCOCC2)F 8-(3,3-difluoropyrrolidin-1-yl)-7-(3-methyl-1-((2-(trimethylsilyl)ethoxy)methyl)-1H-pyrazol-4-yl)-N-(tetrahydro-2H-pyran-4-yl)-[1,2,4]triazolo[1,5-c]pyrimidin-2-amine